CC(CC1CCC(N1)N)(C)C 5-(2,2-dimethylpropyl)pyrrolidine-2-amidol